C1(CC1)N1C=NC(=C1)C(=O)NC1CN(C1)C(C)C 1-cyclopropyl-N-(1-isopropylazetidin-3-yl)-1H-imidazole-4-carboxamide